CC=1C=C2C(C=C(OC2=C(C1)C(C)NC1=C(C(=O)N)C=CC=C1)N1CCCCC1)=O 2-[1-[6-methyl-4-oxo-2-(1-piperidyl)chromen-8-yl]ethylamino]benzamide